pyridino[3,4-b]pyrazine-2,5-diamine N1=C2C(=NC=C1N)C(=NC=C2)N